C1(=CC=CC=C1)C=1SC=CN1 2-phenyl-1,3-thiazol